N-((5-morpholinopyrazolo[1,5-c]quinazolin-2-yl)methyl)-2-(trifluoromethoxy)benzamide O1CCN(CC1)C1=NC=2C=CC=CC2C=2N1N=C(C2)CNC(C2=C(C=CC=C2)OC(F)(F)F)=O